2-ethyl-4-methyl-1-(2'-cyanoethyl)imidazole C(C)C=1N(C=C(N1)C)CCC#N